P(OC1=C(C=C(C=C1)C(C)(C)C)CC)(OC1=C(C=C(C=C1)C(C)(C)C)CC)OC1=C(C=C(C=C1)C(C)(C)C)CC tris(4-(tert-butyl)-2-ethylphenyl) phosphite